1-[4-[(2,6-dioxo-3-piperidinyl)amino]-2-fluoro-phenyl]-4-hydroxy-piperidine-4-carboxylic acid benzyl ester C(C1=CC=CC=C1)OC(=O)C1(CCN(CC1)C1=C(C=C(C=C1)NC1C(NC(CC1)=O)=O)F)O